BrC=1C=C2C=NN(C2=CC1)C[C@H](C(F)(F)F)O (2R)-3-(5-bromoindazol-1-yl)-1,1,1-trifluoropropan-2-ol